4-chloro-3,4-dihydrobenzo[4,5]thiophene ClC1C=CC=C2C1CCS2